N(=[N+]=[N-])CCCC1CCN(CC1)C(=O)OC(C)(C)C tert-Butyl 4-(3-azidopropyl)piperidine-1-carboxylate